C(#C)C=1C(=CC=C2C=C(C=C(C12)C=1C(=C2C(=C(N=C(C2=CN1)N1CC2CCC(C1)N2C(=O)OC(C)(C)C)C2(COC2)F)C)F)OCOC)F tert-butyl 3-[6-[8-ethynyl-7-fluoro-3-(methoxymethoxy)-1-naphthyl]-5-fluoro-3-(3-fluorooxetan-3-yl)-4-methyl-2,7-naphthyridin-1-yl]-3,8-diazabicyclo[3.2.1]octane-8-carboxylate